COC1=CC=2C=3C=C4C(=C(C3N(C2C=C1)CC1=CC=NC=C1)C)C=CN=C4 9-methoxy-5-methyl-6-(pyridin-4-ylmethyl)-6H-pyrido[4,3-b]carbazole